FC(C1=C(C=CC(=C1)C(F)(F)F)COC1CN(C1)C(=O)N1CC2C(OCC(N2)=O)CC1)(F)F 6-[3-[[2,4-bis(trifluoromethyl)phenyl]methoxy]azetidine-1-carbonyl]-4,4a,5,7,8,8a-hexahydropyrido[4,3-b][1,4]oxazin-3-one